ClC1=C(C=CC(=C1)Cl)C1=CC2=C(N=C(N=C2)S(=O)(=O)C)N(C1=O)C 6-(2,4-dichlorophenyl)-8-methyl-2-(methylsulfonyl)pyrido[2,3-d]pyrimidin-7(8H)-one